(R)-3-(7-isonicotinoyl-8-methyl-3-(3-methyl-1,2,4-thiadiazol-5-yl)-5,6,7,8-tetrahydroimidazo[1,5-a]pyrazin-1-yl)oxazolidin-2-one C(C1=CC=NC=C1)(=O)N1[C@@H](C=2N(CC1)C(=NC2N2C(OCC2)=O)C2=NC(=NS2)C)C